1-methyl-6-oxo-4-(trifluoromethyl)pyridine-3-carboxamide CN1C=C(C(=CC1=O)C(F)(F)F)C(=O)N